[(1R,2S,4R)-4-{[5-({5-chloro-4-[(R)-(5-chloro-2-fluorophenyl)(hydroxy)methyl]-2-thienyl}carbonyl)pyrimidin-4-yl]amino}-2-hydroxycyclopentyl]methyl sulfamate S(N)(OC[C@@H]1[C@H](C[C@@H](C1)NC1=NC=NC=C1C(=O)C=1SC(=C(C1)[C@H](O)C1=C(C=CC(=C1)Cl)F)Cl)O)(=O)=O